5-(4-chloro-2-fluorophenyl)-7-((2S)-2-(1-ethyl-1H-pyrazol-4-yl)-4-morpholinyl)-2-methylpyrido[3,4-b]pyrazine ClC1=CC(=C(C=C1)C1=NC(=CC=2C1=NC=C(N2)C)N2C[C@@H](OCC2)C=2C=NN(C2)CC)F